(R)-tert-Butyl 2-((2-(5-cyanopyrazin-2-ylamino)-5-(trifluoromethyl)pyridin-4-ylamino)methyl)morpholine-4-carboxylate C(#N)C=1N=CC(=NC1)NC1=NC=C(C(=C1)NC[C@@H]1CN(CCO1)C(=O)OC(C)(C)C)C(F)(F)F